N-(3-(7-acetamido-4H,10H-benzo[f]pyrazolo[5,1-c][1,4]oxazepin-2-yl)phenyl)pent-3-ynamide C(C)(=O)NC1=CC2=C(CN3C(CO2)=CC(=N3)C=3C=C(C=CC3)NC(CC#CC)=O)C=C1